C(CCCCCCCCCCCCCCC)C(CCCCCCCCOCCCCCCCCC(CCCCCCCCCCCCCCCC)F)F hexadecyl-fluorononylether